octatriacontane-18,19-diol CCCCCCCCCCCCCCCCCC(C(CCCCCCCCCCCCCCCCCCC)O)O